CC=1NC2=CC=CC=C2C1CC(C)N 1-(2-methyl-1H-indol-3-yl)propan-2-amine